C(C=C)(=O)N1CCN(CC1)CCCN1C2=C(N(C([C@H](CC1)NC1=C(C#N)C(=CC(=N1)C)C(F)(F)F)=O)C)C=CC=C2F (S)-2-((6-(3-(4-Acryloylpiperazin-1-yl)propyl)-7-fluoro-1-methyl-2-oxo-1,2,3,4,5,6-hexahydrobenzo[b][1,4]diazocin-3-yl)amino)-6-methyl-4-(trifluoromethyl)nicotinonitrile